6-amino-7-fluoro-4-(3-fluoropropyl)-2H-benzo[b][1,4]oxazin-3(4H)-one NC1=CC2=C(OCC(N2CCCF)=O)C=C1F